ClC1=C2CC(CC2=CC=C1Cl)NC=1C=CC(=NC1)[C@@H](C(F)(F)F)N(C(=O)C1CN(C1)C(=O)C1COCC1)C N-((1S)-1-(5-((4,5-dichloro-2,3-dihydro-1H-inden-2-yl)amino)pyridin-2-yl)-2,2,2-trifluoroethyl)-N-methyl-1-(tetrahydrofuran-3-carbonyl)azetidine-3-carboxamide